BrC=1C=C(C=C(C1)OC)SCCC(=O)OC(CCCCC)CC ethylhexyl 3-((3-bromo-5-methoxyphenyl)thio)propanoate